ClC=1C=C(C=2CCC(C2C1)=O)S(=O)(=O)NC1=C(C(=C(C=C1)F)C=1C=C2C=NC(=NC2=CC1)NC1CCN(CC1)CCOC)F 6-chloro-N-(2,4-difluoro-3-(2-((1-(2-methoxyethyl)piperidin-4-yl)amino)quinazolin-6-yl)phenyl)-1-oxo-2,3-dihydro-1H-indene-4-sulfonamide